BrC1=CC2=NC=CC(=C2S1)OCC1=CC=C(C=C1)OC 2-bromo-7-[(4-methoxyphenyl)methoxy]thieno[3,2-b]pyridine